[C@H](C)(CC)OC1=CC(=CC2=C1C(N1[C@@H](CO2)C[C@@H](C1)OC1=NC=C2CCC(NC2=C1)=O)=O)C (2S,11aR)-6-((S)-sec-Butoxy)-8-methyl-2-((2-oxo-1,2,3,4-tetrahydro-1,6-naphthyridin-7-yl)oxy)-2,3,11,11a-tetrahydro-1H,5H-benzo[f]pyrrolo[2,1-c][1,4]oxazepin-5-one